N-[(2-methoxyphenyl)methyl]-5-(trifluoromethyl)-7H-pyrrolo[2,3-D]pyrimidin-4-amine COC1=C(C=CC=C1)CNC=1C2=C(N=CN1)NC=C2C(F)(F)F